S(N)(=O)(=O)C=1C=C(C=CC1N1N=CC(=C1)CC(F)(F)F)CC(=O)N 3-sulfamoyl-4-[4-(2,2,2-trifluoroethyl)-1H-pyrazol-1-yl]Phenyl-acetamide